(trifluoromethanesulfonyloxy)bicyclo[2.2.1]hept-5-ene-2,3-dicarboximide FC(S(=O)(=O)OC12C3C(C(C=C1)C2)C(NC3=O)=O)(F)F